FC1=C(C=CC=C1)C1=NC(=NC=2[C@]3([C@H](CCC12)[C@H](C(C(=C3)C#N)=O)C)C)C3=C(C=NC=C3)C3=CC=CC=C3 (6aR,7R,10aS)-4-(2-fluorophenyl)-7,10a-dimethyl-8-oxo-2-(3-phenylpyridin-4-yl)-5,6,6a,7,8,10a-hexahydrobenzo[h]quinazoline-9-carbonitrile